2-(5-bromo-2-(isobutyryloxy)-3-(nicotinoyl-oxy)benzylideneamino)-3-methylbutanoic acid BrC=1C=C(C(=C(C=NC(C(=O)O)C(C)C)C1)OC(C(C)C)=O)OC(C1=CN=CC=C1)=O